BrC=1SC(=C2C1OCCN2C(C(=O)OCC)C(NS(=O)C2=CC=C(C=C2)C)C2CCC2)C(=O)OC methyl 7-bromo-4-[1-[cyclobutyl-(p-tolylsulfinylamino)methyl]-2-ethoxy-2-oxo-ethyl]-2,3-dihydrothieno[3,4-b][1,4]oxazine-5-carboxylate